N[C@]1(CN(CCC1)C=1C2=C(N=C(N1)OC[C@]13CCCN3C[C@@H](C1)F)C(=C(N=C2)C2=CC(=CC1=CC=C(C(=C21)CC)F)O)F)C 4-(4-((R)-3-Amino-3-methylpiperidin-1-yl)-8-fluoro-2-(((2R,7aS)-2-fluorotetrahydro-1H-pyrrolizin-7a(5H)-yl)methoxy)pyrido[4,3-d]pyrimidin-7-yl)-5-ethyl-6-fluoronaphthalen-2-ol